CC1(CCC(CC1)OC=1N=NNC1C(=O)O)C1=CC=C(C=C1)OC(F)(F)F 4-(((1s,4s)-4-methyl-4-(4-(trifluoromethoxy)phenyl)cyclohexyl)oxy)-1H-1,2,3-triazole-5-carboxylic acid